N1-((1S,2S)-2-fluoro-2-phenylcyclopropyl)cyclohexane-1,4-diamine F[C@]1([C@H](C1)NC1CCC(CC1)N)C1=CC=CC=C1